5-ethynylphenol C(#C)C=1C=CC=C(C1)O